(1-(6-Ethyl-5-fluoropyrimidin-4-yl)-3-(3-phenylpropyl)piperidin-3-yl)methanol C(C)C1=C(C(=NC=N1)N1CC(CCC1)(CCCC1=CC=CC=C1)CO)F